[4-(6-chloro-8-[(5-chloro-6-fluoro-1H-indazol-4-yl)oxy]-2-{[(3S,4R)-1,4-dimethyl-pyrrolidin-3-yl]oxy}pyrido[3,4-d]pyrimidin-4-yl)piperazin-1-yl]prop-2-en-1-one ClC1=CC2=C(N=C(N=C2N2CCN(CC2)C(C=C)=O)O[C@@H]2CN(C[C@H]2C)C)C(=N1)OC1=C2C=NNC2=CC(=C1Cl)F